6-(4-amino-4-(2,2-difluoroethyl)piperidin-1-yl)-3-(3,4-dichloro-2-methyl-2H-indazol-5-yl)-1H-pyrazolo[3,4-d]pyrimidine-4-carboxamide NC1(CCN(CC1)C1=NC(=C2C(=N1)NN=C2C2=C(C1=C(N(N=C1C=C2)C)Cl)Cl)C(=O)N)CC(F)F